C(C)(C)(C)OC(N(CC1=C(C2=C(N=CN2C)C(=C1)C1=CC=C(C=C1)OC(F)(F)F)S(=O)(=N)C)C(=O)OC(C)(C)C)=O tert-Butyl-N-tert-butoxycarbonyl-N-[[3-methyl-4-(methylsulfonimidoyl)-7-[4-(trifluoromethoxy)phenyl]benzimidazol-5-yl]methyl]carbamate